dimethyl-N'-(2-amino-4-(3-methoxyphenyl)thiazol-5-yl-methyl)ethylenediamine CN(CCNCC1=C(N=C(S1)N)C1=CC(=CC=C1)OC)C